4-([1,1'-biphenyl]-4-yl)-2-phenylpyridine C1(=CC=C(C=C1)C1=CC(=NC=C1)C1=CC=CC=C1)C1=CC=CC=C1